N1(C=CC2=CC=CC=C12)CCNCC(=O)O 2-{[2-(1H-indol-1-yl)ethyl]amino}acetic acid